2,6-Difluoro-3-(1-methyl-6-(2-oxa-5-azaspiro[3.4]octan-5-yl)-1H-pyrazolo[4,3-c]pyridin-3-yl)-5-(trifluoromethyl)phenol FC1=C(C(=C(C=C1C1=NN(C2=C1C=NC(=C2)N2C1(COC1)CCC2)C)C(F)(F)F)F)O